N-(2-(2-oxabicyclo[2.1.1]hexane-1-yl)-4-(6-fluoro-3,4-dihydroisoquinolin-2(1H)-yl)-6-methylphenyl)-3,3-dimethylbutyramide C12(OCC(C1)C2)C2=C(C(=CC(=C2)N2CC1=CC=C(C=C1CC2)F)C)NC(CC(C)(C)C)=O